1-(7-chloro-5-(2-((1-methyl-1H-pyrazol-5-yl)amino)pyridin-4-yl)indolin-1-yl)-2-(2-chloropyridin-3-yl)ethan-1-one ClC=1C=C(C=C2CCN(C12)C(CC=1C(=NC=CC1)Cl)=O)C1=CC(=NC=C1)NC1=CC=NN1C